N-(2-chloro-6-fluorophenyl)-4-[4-ethyl-3-(hydroxymethyl)-5-oxo-1,2,4-triazol-1-yl]-5-fluoro-2-[(2S)-1,1,1-trifluoropropan-2-yl]oxybenzamide ClC1=C(C(=CC=C1)F)NC(C1=C(C=C(C(=C1)F)N1N=C(N(C1=O)CC)CO)O[C@H](C(F)(F)F)C)=O